ClC1=C(CN2OCC(C2=O)(C)C)C=CC(=C1)Cl 2-(2,4-Dichlorobenzyl)-4,4-dimethyl-1,2-oxazolidin-3-on